rac-(3R,4aS,10bR)-3-methyl-8-(trifluoromethyl)-1,2,3,4,4a,5,6,10b-octahydrobenzo[h]quinoline hydrochloride Cl.C[C@H]1CN[C@H]2C3=C(CC[C@H]2C1)C=C(C=C3)C(F)(F)F |r|